ethyl 2-(3-oxo-6-(trifluoromethyl)-2,3-dihydrobenzofuran-2-yl)acetate O=C1C(OC2=C1C=CC(=C2)C(F)(F)F)CC(=O)OCC